6-(3-chloro-6-(difluoromethyl)-2-fluorophenyl)-3-ethyl-N-(1-((5-methyl-6-((1r,5s)-2-oxo-3-azabicyclo[3.1.0]hex-3-yl)pyridazin-3-yl)methyl)-1H-pyrazol-4-yl)pyrazine-2-carboxamide ClC=1C(=C(C(=CC1)C(F)F)C1=CN=C(C(=N1)C(=O)NC=1C=NN(C1)CC=1N=NC(=C(C1)C)N1C([C@@H]2C[C@@H]2C1)=O)CC)F